BrC=1C=2N(C=C(C1)S(N(C1(CC1)C)CC1=CC=C(C=C1)OC)(=O)=O)C(=NN2)C(=O)OC Methyl 8-bromo-6-(N-(4-methoxybenzyl)-N-(1-methylcyclopropyl)sulfamoyl)-[1,2,4]triazolo[4,3-a]pyridine-3-carboxylate